OC=1C=C(CC2=CC(=CC(=N2)C(=O)NC)C(=O)N)C=CC1 6-(3-hydroxybenzyl)-N2-methylpyridine-2,4-dicarboxamide